NCCC1=CC=CC(=N1)N1C(CN(CC1)C(=O)OC(C)(C)C)=O tert-butyl 4-(6-(2-aminoethyl)pyridin-2-yl)-3-oxopiperazine-1-carboxylate